N-[(1S)-1-cycloheptyl-2-[4-[5-(hydroxymethyl)-3-methyl-1H-pyrazol-4-yl]anilino]-2-oxo-ethyl]-2-methyl-pyrazole-3-carboxamide C1(CCCCCC1)[C@@H](C(=O)NC1=CC=C(C=C1)C=1C(=NNC1CO)C)NC(=O)C=1N(N=CC1)C